3-(3-(5-((3-(2,6-dichlorophenyl)-5-phenylisoxazol-4-yl)methoxy)pyrazine-2-yl)-3-hydroxycyclobutyl)-5-methyl-benzoic acid ClC1=C(C(=CC=C1)Cl)C1=NOC(=C1COC=1N=CC(=NC1)C1(CC(C1)C=1C=C(C(=O)O)C=C(C1)C)O)C1=CC=CC=C1